ClCC(=O)N[C@@H](CC1=CC=C(C=C1)O)C(=O)O N-α-chloroacetyl-tyrosine